tertbutyl 4-((4-(4-oxo-3,4-dihydroquinazolin-2-yl)piperidin-1-yl)methyl)piperidine-1-carboxylate O=C1NC(=NC2=CC=CC=C12)C1CCN(CC1)CC1CCN(CC1)C(=O)OC(C)(C)C